CO[Si](CCCNCCN)(OC)OC n-aminoethyl-γ-aminopropyltrimethoxysilane